S(=O)(=O)(C1=CC=C(C)C=C1)N1C(=NC=2C1=NC=CC2)N[C@@H]2C[C@H](CC2)NC2=CC=C(C=C2)N2C(C=CC=C2)=O 1-(4-(((1S,3S)-3-((3-Tosyl-3H-imidazo[4,5-b]pyridin-2-yl)amino)cyclopentyl)amino)phenyl)pyridin-2(1H)-one